(rac)-(R)-N-(4-(1-(4-Ethyl-1-((2-(trimethylsilyl)ethoxy)methyl)-1H-imidazol-5-yl)ethyl)phenyl)-2,2-difluoro-2-(pyridin-3-yl)acetamide C(C)C=1N=CN(C1[C@H](C)C1=CC=C(C=C1)NC(C(C=1C=NC=CC1)(F)F)=O)COCC[Si](C)(C)C |r|